1-(2-(4-(2-(3,4-dimethoxyphenyl)-3-isopropyl-1H-indol-5-yl)piperidin-1-yl)acetyl)-N,N-diethylpiperidine-3-carboxamide COC=1C=C(C=CC1OC)C=1NC2=CC=C(C=C2C1C(C)C)C1CCN(CC1)CC(=O)N1CC(CCC1)C(=O)N(CC)CC